C(C1=CC=CC=C1)N(S(=O)C(C)(C)C)C[C@H]1OC(C(CC1)O)O N-benzyl-N-[[(2S)-5,6-dihydroxytetrahydropyran-2-yl]methyl]-2-methyl-propane-2-sulfinamide